C(=O)(OC)O carbomethoxy hydroxide